ClCCCCC1=CC=C(C=C1)N1CCNCC1 4-chloro-1-(4-(piperazin-1-yl)phenyl)butan